N-methyl-2-{3-[1-(propan-2-yl)-1H-1,2,3-benzotriazol-5-yl]-1,2,4-oxadiazol-5-yl}aniline CNC1=C(C=CC=C1)C1=NC(=NO1)C1=CC2=C(N(N=N2)C(C)C)C=C1